Bromine zinc (II) [Zn+2].[Br+]